C(C)C1=NNC2=CC=C(C=C12)C1=CN=C2N1N=C(C=C2)N2CCOCC2 4-(3-(3-ethyl-1H-indazol-5-yl)imidazo[1,2-b]pyridazin-6-yl)morpholine